1-[3-(2-Methoxyethoxy)-4-phenoxyphenyl]-3-(3-methylphenyl)-1,3,5-triazinan-2,4,6-trion COCCOC=1C=C(C=CC1OC1=CC=CC=C1)N1C(N(C(NC1=O)=O)C1=CC(=CC=C1)C)=O